oxyether acrylate C(C=C)(=O)O.O=O